((4-chlorophenyl)sulfonyl)-3-(4-fluorophenyl)-N-((S)-3-methoxy-2-(sulfamoylamino)propyl)-4-phenyl-4,5-dihydro-1H-pyrazole-1-carboxamide ClC1=CC=C(C=C1)S(=O)(=O)C1(C(=NN(C1)C(=O)NC[C@@H](COC)NS(N)(=O)=O)C1=CC=C(C=C1)F)C1=CC=CC=C1